C[S+](=O)(C1=C(C=CC=C1)C(=O)OC)C dimethyl-(o-methoxycarbonylphenyl)sulfoxonium